(2R,3R,4R,5R)-4-((tert-butyldimethylsilyl)oxy)-2-(((tert-butyldimethylsilyl)oxy)methyl)-5-(2,4-dioxo-3,4-dihydropyrimidin-1(2H)-yl)tetrahydrofuran-3-yl methanesulfinate CS(=O)O[C@@H]1[C@H](O[C@H]([C@@H]1O[Si](C)(C)C(C)(C)C)N1C(NC(C=C1)=O)=O)CO[Si](C)(C)C(C)(C)C